[6-[[6-methyl-4-(methylamino)-2-pyridyl]amino]-1,3-benzodioxol-4-yl]trifluoromethanesulfonate CC1=CC(=CC(=N1)NC=1C=C(C2=C(OCO2)C1)OS(=O)(=O)C(F)(F)F)NC